γ-(2,3-epoxypropyl)propyltrimethylsilane C(C1CO1)CCC[Si](C)(C)C